(S)-N1-(1-(2-((1S,2R,4R)-bicyclo[2.2.1]heptan-2-ylamino)-2-oxoethyl)-2-oxo-1,2-dihydropyridin-3-yl)-N6-methyl-2-(4-methyl-2-(trifluoromethyl)thiazole-5-carboxamido)-5-oxohexanediamide [C@H]12[C@@H](C[C@H](CC1)C2)NC(CN2C(C(=CC=C2)NC([C@H](CCC(C(=O)NC)=O)NC(=O)C2=C(N=C(S2)C(F)(F)F)C)=O)=O)=O